CC1=C(C=CC=C1C)C(C)C=1N=CN(C1)C(C(=C)C)=O 1-{4-[1-(2,3-dimethylphenyl)ethyl]-1H-imidazol-1-yl}-2-methylpropan-2-en-1-one